ClC1=CC=C(C=C1)[C@@]1(N(C(C2=CC(=CC(=C12)F)C(C)(C=1N=CN(C1)C)O)=O)CC1=NC=C(C=C1)Cl)OCC1(CC1)O (3R)-3-(4-chlorophenyl)-2-[(5-chloropyridin-2-yl)methyl]-4-fluoro-6-[1-hydroxy-1-(1-methyl-1H-imidazol-4-yl)ethyl]-3-[(1-hydroxycyclopropyl)methoxy]-2,3-dihydro-1H-isoindol-1-one